FC1=C(C=CC=C1)C1=CNC=2N=CN=C(C21)N2CCOCC2 4-(5-(2-Fluorophenyl)-7H-pyrrolo[2,3-d]pyrimidin-4-yl)morpholine